1-allyl-3-(2,6-dimethylphenyl)-7-((3-(hydroxymethyl)-4-(4-methylpiperazin-1-yl)phenyl)amino)-3,4-dihydropyrimido[4,5-d]pyrimidin-2(1H)-one C(C=C)N1C(N(CC=2C1=NC(=NC2)NC2=CC(=C(C=C2)N2CCN(CC2)C)CO)C2=C(C=CC=C2C)C)=O